C(\C=C\C(=O)O)(=O)O.CNC N-methyl-methylamine fumarate